methyl 2-fluoro-3β,7β-dihydroxy-5β-chol-1-enoate FC=1[C@@H](C[C@H]2C[C@@H]([C@H]3[C@@H]4CC[C@H]([C@@H](CCC(=O)OC)C)[C@]4(CC[C@@H]3[C@]2(C1)C)C)O)O